ClC=1C(=NC=CC1)N1N=C(C=C1C(=O)OCC)CSC ethyl 2-(3-chloro-2-pyridyl)-5-(methylsulfanylmethyl)pyrazole-3-carboxylate